BrC=1C=2N(C(=NC1N)C1=CC=CC=C1)N=C(N2)C 8-bromo-2-methyl-5-phenyl-[1,2,4]triazolo[1,5-c]pyrimidin-7-amine